NC1=NC=C(C2=C1COC2)NC(C(=O)N(C2COC1=C2C=CC(=C1)C(F)(F)F)CC1CC1)=O N1-(4-amino-1,3-dihydrofuro[3,4-c]pyridin-7-yl)-N2-(cyclopropylmethyl)-N2-(6-(trifluoromethyl)-2,3-dihydrobenzofuran-3-yl)oxalamide